2-(2,3-dimethoxyphenyl)-4-[[phenylsulfonyl]oxy]-5-amino-3(2H)-furanone COC1=C(C=CC=C1OC)C1OC(=C(C1=O)OS(=O)(=O)C1=CC=CC=C1)N